N-(4-(4-amino-7-(tetrahydro-2H-pyran-4-yl)imidazo[5,1-f][1,2,4]triazin-5-yl)-3-cyclopropaneoxybenzyl)-5-fluoro-2-methoxybenzamide NC1=NC=NN2C1=C(N=C2C2CCOCC2)C2=C(C=C(CNC(C1=C(C=CC(=C1)F)OC)=O)C=C2)OC2CC2